COC1=CC=C(C=C1)CN(S(=O)(=O)C1CC1)C1=NC=CC(=N1)C1CN(CCN1)C(=O)OC(C)(C)C tert-butyl 3-(2-{N-[(4-methoxyphenyl)methyl]cyclopropanesulfonamido}pyrimidin-4-yl)piperazine-1-carboxylate